NC1=C(C=2C(=NC(=C(C2)C)Br)N1C=1C(=NNC(C1C)=O)C)C#N 2-Amino-6-bromo-1-(3,5-dimethyl-6-oxo-1,6-dihydropyridazin-4-yl)-5-methyl-1H-pyrrolo[2,3-b]pyridine-3-carbonitrile